4-(7-((3-aminobenzyl)(tert-butoxycarbonyl)amino)-3-isopropylpyrazolo[1,5-a]pyrimidin-5-yl)-3,6-Dihydropyridine-1(2H)-carboxylic acid tert-butyl ester C(C)(C)(C)OC(=O)N1CCC(=CC1)C1=NC=2N(C(=C1)N(C(=O)OC(C)(C)C)CC1=CC(=CC=C1)N)N=CC2C(C)C